BrC=1C=CC2=C(N(C=N2)C2=CC=C(C=C2)C2CCCCC2)C1 6-bromo-1-(4-cyclohexylphenyl)-1H-benzo[d]imidazole